5'-(4-amino-2,6-dimethylphenoxy)-1'H-spiro[cyclopropane-1,3'-indol]-2'-one NC1=CC(=C(OC=2C=C3C4(C(NC3=CC2)=O)CC4)C(=C1)C)C